C(CC)N1C(C(C2=CC=CC=C12)(CC1=CN=NC=C1)CC1=CN=NC=C1)=O 1-propyl-3,3-bis(pyridazin-4-ylmethyl)indolin-2-one